FC1=C(C(=CC(=C1)NC=1C=2N(C=CN1)C(=CN2)C=2C(=NN(C2)CC#C)C(F)(F)F)C)C(=O)N2CCNCC2 [2-fluoro-6-methyl-4-[[3-[1-prop-2-ynyl-3-(trifluoromethyl)pyrazol-4-yl]imidazo[1,2-a]pyrazin-8-yl]amino]phenyl]-piperazin-1-ylmethanone